6-(4,4-difluoropiperidin-1-yl)-5-vinylpyridin-3-amine FC1(CCN(CC1)C1=C(C=C(C=N1)N)C=C)F